(1R,5S)-3-(4-bromo-5-fluoro-7-(methylthio)-[1,3]dioxazolo[4,5-f]quinazolin-9-yl)-3,8-diazabicyclo[3.2.1]octane-8-carboxylic acid tert-butyl ester C(C)(C)(C)OC(=O)N1[C@H]2CN(C[C@@H]1CC2)C2=NC(=NC1=C(C(=C3C(=C21)ONO3)Br)F)SC